2-(6-((2S,5R)-4-(1-(2,2-dimethylbenzo[d][1,3]dioxol-5-yl)ethyl)-2,5-dimethyl-piperazin-1-yl)-3,9-dimethyl-2-oxo-3,9-dihydro-2H-purin-8-yl)acetonitrile CC1(OC2=C(O1)C=CC(=C2)C(C)N2C[C@@H](N(C[C@H]2C)C=2C=1N=C(N(C1N(C(N2)=O)C)C)CC#N)C)C